N-(4-amino-3-(2-chloro-5-fluorophenoxy)-7-oxo-8,9,10,11-tetrahydro-7H-pyrazolo[4,5,1-de]phenanthridin-2-yl)-3-fluoro-5-(trifluoromethyl)benzamide NC1=NN2C=3C1=C(C(=CC3C=3CCCCC3C2=O)NC(C2=CC(=CC(=C2)C(F)(F)F)F)=O)OC2=C(C=CC(=C2)F)Cl